Tert-butyl (S)-2-(hydroxymethyl)pyrrolidine-1-carboxylate OC[C@H]1N(CCC1)C(=O)OC(C)(C)C